C(=O)O.ClC=1C=C2CCCN(C2=C(C1)C1=C2C(=NC=C1)C=C(S2)CN2C(CCC2=O)=O)C2CN(C2)C 1-((7-(6-chloro-1-(1-methylazetidin-3-yl)-1,2,3,4-tetrahydroquinolin-8-yl)thieno[3,2-b]pyridin-2-yl)methyl)pyrrolidine-2,5-dione, formic acid salt